tert-butyl (2S)-2-(cyanomethyl)-4-(2-(methylsulfonyl)-7-(naphthalen-1-yl)-6,7-dihydro-5H-pyrano[2,3-d]pyrimidin-4-yl)piperazine-1-carboxylate C(#N)C[C@@H]1N(CCN(C1)C=1C2=C(N=C(N1)S(=O)(=O)C)OC(CC2)C2=CC=CC1=CC=CC=C21)C(=O)OC(C)(C)C